((2S,3R,6R)-2,6-Dimethyl-3-(((5-(trifluoromethyl)pyrazin-2-yl)amino)methyl)morpholino)(4-(5-methoxypyridin-2-yl)-1,5-dimethyl-1H-pyrazol-3-yl)methanone C[C@@H]1O[C@@H](CN([C@@H]1CNC1=NC=C(N=C1)C(F)(F)F)C(=O)C1=NN(C(=C1C1=NC=C(C=C1)OC)C)C)C